1-(6-chloro-5-fluoro-3-methylpyridin-2-yl)-5-(trifluoromethyl)-1H-pyrazole-4-carboxylic acid ethyl ester C(C)OC(=O)C=1C=NN(C1C(F)(F)F)C1=NC(=C(C=C1C)F)Cl